C12(CC1)ONC1=CC=CC=C1C2 2-oxaspiro(1,4-dihydroquinoline-3,1'-cyclopropane)